CN(C)C(=[N+](C)C)N1N=NC2=NC=CC=C21 N-[(dimethylamino)-1H-1,2,3-triazolo-[4,5-b]pyridin-1-ylmethylene]-N-methylmethanaminium